(4-{(1R)-1-[({(6R)-6-(5-chloro-2-methoxybenzyl)-3-[(3,5-difluorophenoxy)imino]-7-oxo-1,4-diazepan-1-yl}carbonyl)amino]ethyl}phenyl)acetic acid ClC=1C=CC(=C(C[C@@H]2CNC(CN(C2=O)C(=O)N[C@H](C)C2=CC=C(C=C2)CC(=O)O)=NOC2=CC(=CC(=C2)F)F)C1)OC